1,1-dimethylethyl triflate O(S(=O)(=O)C(F)(F)F)C(C)(C)C